COC(=O)CCCOC1=C(C2=CC=CC=C2C=2C=CC=CC12)C=1C2=CC=CC=C2C=2C=CC=CC2C1OCCCC(=O)OC 10,10'-bis(methoxycarbonylpropoxy)-9,9'-biphenanthryl